O=C1NC(CCC1N1C(C2=CC=C(C=C2C1)C(=O)N1[C@@H](CCC1)C(=O)O)=O)=O (2-(2,6-dioxopiperidin-3-yl)-1-oxoisoindoline-5-carbonyl)-L-proline